4-amino-5-(2'-aminoethyl)amino-1,3-dimethyl-pyrazole NC=1C(=NN(C1NCCN)C)C